C(=C)C1(C(C=O)C=C(C=C1)C=C)C=O 2,5-divinyl-phthalaldehyde